C1(CC1)CN1N=CC2=NN(C(C(=C21)C=2C=NC(=CC2)C)=O)C2=CC1=CN(N=C1C=C2)C 1-(cyclopropylmethyl)-5-(2-methyl-2H-indazol-5-yl)-7-(6-methylpyridin-3-yl)-1,5-dihydro-6H-pyrazolo[4,3-c]pyridazin-6-one